(S)-2-(2-(2-methoxypyridin-4-yl)-6-(3-methyl-1H-pyrrolo[2,3-b]pyridin-5-yl)-1,2,3,4-tetrahydroisoquinolin-8-yl)pyrrolidine-1-carboxylic acid tert-butyl ester C(C)(C)(C)OC(=O)N1[C@@H](CCC1)C=1C=C(C=C2CCN(CC12)C1=CC(=NC=C1)OC)C=1C=C2C(=NC1)NC=C2C